N-({4-({[4-(oxetan-3-yl)morpholin-2-yl]methyl}amino)-3-[(trifluoromethyl)sulfonyl]phenyl}sulfonyl)-2-(1H-pyrrolo[2,3-b]pyridin-5-yloxy)benzamide O1CC(C1)N1CC(OCC1)CNC1=C(C=C(C=C1)S(=O)(=O)NC(C1=C(C=CC=C1)OC=1C=C2C(=NC1)NC=C2)=O)S(=O)(=O)C(F)(F)F